1-(3-((3-methoxybenzyl)(4-morpholinophenyl)amino)benzyl)piperazin-2-one Calcium Stearate C(CCCCCCCCCCCCCCCCC)(=O)[O-].[Ca+2].COC=1C=C(CN(C=2C=C(CN3C(CNCC3)=O)C=CC2)C2=CC=C(C=C2)N2CCOCC2)C=CC1.C(CCCCCCCCCCCCCCCCC)(=O)[O-]